C(C)(C)(C)OC(=O)N[C@H]1C(C[C@H](C1)C(=O)OCC1=CC=CC=C1)(F)F benzyl (1S,4R)-4-((tert-butoxycarbonyl)amino)-3,3-difluorocyclopentane-1-carboxylate